[H-].[Cl-].[CH-]1C=CC=C1.[CH-]1C=CC=C1.[Zr+2] zirconocene chloride hydride